N1(CCNCC1)C(=O)N1CCCCC1 piperazin-1-yl(piperidin-1-yl)methanone